P(=O)(O)(O)O.NCCC1=CC(O)=C(O)C=C1 dopamine Phosphate